ClC=1C(=C(C=CC1Cl)N1C(CC[C@H]1C1=NC2=C(N1[C@H]1CN(CC1)S(=O)(=O)C)C=CC(=C2)C=2C(=NOC2C)C)=O)C (S)-1-(3,4-dichloro-2-methylphenyl)-5-(5-(3,5-dimethylisoxazol-4-yl)-1-((R)-1-(methylsulfonyl)pyrrolidin-3-yl)-1H-benzo[d]imidazol-2-yl)pyrrolidin-2-one